N-(4-(ethylsulfonyl)benzyl)-4-((2S)-2-(propoxymethyl)-4-(4-(trifluoromethyl)phenyl)pyrrolidin-1-yl)benzamide C(C)S(=O)(=O)C1=CC=C(CNC(C2=CC=C(C=C2)N2[C@@H](CC(C2)C2=CC=C(C=C2)C(F)(F)F)COCCC)=O)C=C1